5-hydroxy-7-methoxyindan-1-spiro-cyclohexane OC=1C=C2CCC3(CCCCC3)C2=C(C1)OC